(2R,4R)-N2-(5-((+)-1-amino-1-(3-cyanophenyl)-3-cyclopropyl)-2-fluorophenyl)-4-methoxy-N1-(4-chlorophenyl)pyrrolidine-1,2-dicarboxamide NC1(CC1C=1C=CC(=C(C1)NC(=O)[C@@H]1N(C[C@@H](C1)OC)C(=O)NC1=CC=C(C=C1)Cl)F)C1=CC(=CC=C1)C#N